ClC1=NC(=C(C(=N1)N1C[C@@H](N(CC1)C(=O)[O-])CC#N)[N+](=O)[O-])CC1(CCCC2=C(C(=CC=C12)Cl)F)C(=O)OC (2S)-4-(2-chloro-6-((6-chloro-5-fluoro-1-(methoxycarbonyl)-1,2,3,4-tetrahydronaphthalen-1-yl)methyl)-5-nitropyrimidin-4-yl)-2-(cyanomethyl)piperazine-1-carboxylate